4-[(3-fluoro-2-pyridyl)sulfanyl]-6-[1-[1-[(2R)-1-methylpyrrolidine-2-carbonyl]-4-piperidyl]pyrazol-4-yl]pyrazolo[1,5-a]pyridine-3-carbonitrile FC=1C(=NC=CC1)SC=1C=2N(C=C(C1)C=1C=NN(C1)C1CCN(CC1)C(=O)[C@@H]1N(CCC1)C)N=CC2C#N